N[C@]1([C@@H](CC[C@H](C1)CCB(O)O)CNC([C@@H](C)NC(=O)OC(C)(C)C)=O)C(=O)O (1R,2S,5R)-1-amino-5-(2-boronoethyl)-2-(((R)-2-((tert-butoxycarbonyl)amino)propanamido)methyl)cyclohexane-1-carboxylic acid